valinium [NH3+][C@@H](C(C)C)C(=O)O